C(#N)C=1C(=C(C=CC1)C(CC=C)N(CCNC(OC(C)(C)C)=O)CCC)F tert-butyl N-[2-[1-(3-cyano-2-fluoro-phenyl)but-3-enyl-propyl-amino]ethyl]carbamate